C1(=CC=CC=C1)C(=[Hf](C1=C(C=CC=2C3=CC=C(C=C3CC12)C(C)(C)C)C(C)(C)C)C1C=CC=C1)C=1SC(=CC1)CCCC (phenyl)(5-n-butylthienyl)methylene(cyclopentadienyl)(2,7-di-tert-butylfluorenyl)hafnium